CN(C)C1=CC=CC(=C1C2=CC=CC=C2)N=NC3=CC=CC=C3 dimethylaminophenylazobenzene